C[Se-] methaneselenolate